2-methoxy-7-(3-phenylpropyl)-7,8-dihydro-1,6-naphthyridine-5(6H)-one COC1=NC=2CC(NC(C2C=C1)=O)CCCC1=CC=CC=C1